cobalt bisglutamate N[C@@H](CCC(=O)[O-])C(=O)[O-].N[C@@H](CCC(=O)[O-])C(=O)[O-].[Co+4]